4-(cyclohexylamino)-3-(1-cyclopropyl-1H-imidazol-4-yl)-N-methylbenzenesulfonamide C1(CCCCC1)NC1=C(C=C(C=C1)S(=O)(=O)NC)C=1N=CN(C1)C1CC1